tert-Butyl ((1S,3S)-3-((6-methyl-1,2,4-triazin-3-yl)amino)cyclopentyl)carbamate CC1=CN=C(N=N1)N[C@@H]1C[C@H](CC1)NC(OC(C)(C)C)=O